bisiodonitrogen I[N]I